((2-acrylamidoethyl)amino)(amino)methaniminium C(C=C)(=O)NCCNC(=[NH2+])N